6'-(((1S,3S)-3-((5-Methylpyrazin-2-yl)amino)cyclopentyl)amino)-3-(trifluoromethoxy)-2H-[1,3'-bipyridin]-2-one CC=1N=CC(=NC1)N[C@@H]1C[C@H](CC1)NC1=CC=C(C=N1)N1C(C(=CC=C1)OC(F)(F)F)=O